CC1=NOC(=N1)N1C2CC(CC1CC2)N2CCC1(CNC(O1)=O)CC2 8-[8-(3-methyl-1,2,4-oxadiazol-5-yl)-8-azabicyclo[3.2.1]oct-3-yl]-1-oxa-3,8-diazaspiro[4.5]decan-2-one